OC[C@H](CC(N1CCN(CC1)C1=NC=C(C=N1)C(F)(F)F)=O)N(C)CC1=NNC(C(=C1)C(F)(F)F)=O 3-[[[(1S)-1-(Hydroxymethyl)-3-oxo-3-[4-[5-(trifluoromethyl)pyrimidin-2-yl]piperazin-1-yl]propyl]-methyl-amino]methyl]-5-(trifluoromethyl)-1H-pyridazin-6-one